(Z)-3-((3-ethyl-7-(methylsulfanyl)-1,1-dioxido-5-phenyl-3-propyl-2,3,4,5-tetrahydrobenzo-1,5-thiazepin-8-yl)oxy)-2-fluoroacrylic acid ethyl ester C(C)OC(/C(=C/OC1=CC2=C(N(CC(CS2(=O)=O)(CCC)CC)C2=CC=CC=C2)C=C1SC)/F)=O